C(C)(=O)C1=NN(C2=CC=C(C=C12)C=1C=NC(=NC1)NC1CC1)CC(=O)N1[C@@H](C[C@H](C1)F)C(=O)NC1=NC(=CC=C1)Br (2S,4R)-1-(2-(3-acetyl-5-(2-(cyclopropylamino)pyrimidin-5-yl)-1H-indazol-1-yl)acetyl)-N-(6-bromopyridin-2-yl)-4-fluoropyrrolidine-2-carboxamide